NC1=NC=C(C=C1NC[C@@H](C(=O)O)NC(=O)OC(C)(C)C)Br (S)-3-((2-amino-5-bromopyridin-3-yl)amino)-2-((tert-butoxycarbonyl)amino)propanoic acid